C1CC(CC=2C3=CC=CC=C3NC12)C(=O)O 2,3,4,9-tetrahydro-1H-carbazole-3-carboxylic acid